Cl.C12CNCC(OC1)C2 rac-6-oxa-3-azabicyclo[3.2.1]octane hydrochloride